C(C)(C)(C)OC(=O)N(CCCC[C@@H](C(=O)O)NC(=O)OC(C)(C)C)C (2S)-6-{[(tert-butoxy)carbonyl](methyl)amino}-2-{[(tert-butoxy)carbonyl]amino}hexanoic acid